(2S,3S)-3-amino-3-(4-chlorophenyl)-2-methylpropanoic acid allyl ester hydrochloride Cl.C(C=C)OC([C@H]([C@@H](C1=CC=C(C=C1)Cl)N)C)=O